(2r,4r)-2-(2-(chloromethyl)allyl)-4-(cyclopropyl-methoxy)pyrrolidine-1,2-dicarboxylic acid 1-(tert-butyl) 2-methyl ester COC(=O)[C@@]1(N(C[C@@H](C1)OCC1CC1)C(=O)OC(C)(C)C)CC(=C)CCl